6-(5-bromopyridin-2-yl)-5-thia-6-azaspiro[2.4]heptane 5,5-dioxide BrC=1C=CC(=NC1)N1S(CC2(CC2)C1)(=O)=O